ClC1=CC=C(C(=O)NC2=CC(=CC=C2)O[C@H]2CNCC2)C=C1 |r| (RS)-4-Chloro-N-[3-(pyrrolidin-3-yloxy)-phenyl]-benzamid